CCCCCCCCCCCCCCCC(C(=O)N[C@@H](CO)[C@@H]([C@@H](CCCCCCCCCCC(C)C)O)O)O The molecule is a N-acyl-4-hydroxy-15-methylhexadecasphinganine in which the acyl group has 17 carbons and 0 double bonds and is 2-hydroxylated. It derives from a 15-methylhexadecaphytosphingosine.